ClC1=CC=C(C=C1)[C@@]1(N(C(C2=CC(=CC=C12)C(CN1C[C@@H](N(CC1)C)C)(C)O)=O)CC1=NC=C(C=C1)Cl)OC (3R)-3-(4-Chlorophenyl)-2-[(5-chloropyridin-2-yl)methyl]-6-{1-[(3S)-3,4-dimethylpiperazin-1-yl]-2-hydroxypropan-2-yl}-3-methoxy-2,3-dihydro-1H-isoindol-1-on